3-bromo-5-(3-fluorophenoxy)-1-(2,2,2-trifluoroethyl)-1H-1,2,4-triazole BrC1=NN(C(=N1)OC1=CC(=CC=C1)F)CC(F)(F)F